COC(=O)C=1C(=C(C=2N(C1)C=C(N2)C21COC(C2)(C1)C)F)OC(C)C 8-fluoro-7-isopropoxy-2-(1-methyl-2-oxabicyclo[2.1.1]hex-4-yl)imidazo[1,2-a]pyridine-6-carboxylic acid methyl ester